4-[1-(difluoromethyl)cyclopropane-carbonyl]-3,5-dihydro-2H-pyrido[3,4-f][1,4]oxazepine-9-carbonitrile FC(C1(CC1)C(=O)N1CCOC2=C(C1)C=NC=C2C#N)F